BrC=1C=C(C=CC1)N1C=NC=2C1=NC=C(C2)C(C)(C)O 2-(3-(3-bromophenyl)-3H-imidazo[4,5-b]pyridin-6-yl)propan-2-ol